C1(=CC=CC=C1)C1SC=CC1 2-phenyl-2H-thiophene